6-amino-4-(2-fluoro-4-(trifluoromethoxy)phenyl)-1-methyl-1H-benzo[d]imidazole-7-carbonitrile NC=1C=C(C2=C(N(C=N2)C)C1C#N)C1=C(C=C(C=C1)OC(F)(F)F)F